3-(2-methoxy-5-(2-methylallyl)phenyl)-5-(piperazine-1-ylmethyl)isoxazole COC1=C(C=C(C=C1)CC(=C)C)C1=NOC(=C1)CN1CCNCC1